ClC1=C(C=CC=C1F)C1N(CCN(C1)C1COC1)C=1N=CC(=NC1)C(=O)N[C@H](C)\C=C\S(=O)(=O)C 5-(2-(2-chloro-3-fluorophenyl)-4-(oxetan-3-yl)piperazin-1-yl)-N-((R,E)-4-(methylsulfonyl)but-3-en-2-yl)pyrazine-2-carboxamide